O=C1NCC[C@H]1C[C@@H](C(=O)OC)NC(=O)[C@H]1NCC[C@@H]1C1=CC=CC=C1 (S)-methyl 3-((S)-2-oxopyrrolidin-3-yl)-2-((2S,3R)-3-phenylpyrrolidine-2-carboxamido)propanoate